N-(4-trifluoromethylphenyl)-5-chlorosalicylamide FC(C1=CC=C(C=C1)NC(C=1C(O)=CC=C(C1)Cl)=O)(F)F